N-(1-(fluoromethyl)cyclopropyl)acetamide FCC1(CC1)NC(C)=O